ClC1=NC=C(C(=C1)C1=C(C=NC(=C1)C)C(=O)NC=1SC2=C(N1)CN(C2)C(=O)C=2C=C1N(N2)CCC1)OC 2'-chloro-5'-methoxy-6-methyl-N-(5-{4H,5H,6H-pyrrolo[1,2-b]pyrazole-2-carbonyl}-4H,5H,6H-pyrrolo[3,4-d][1,3]thiazol-2-yl)-[4,4'-bipyridine]-3-carboxamide